CN1N=C(C(=C1)C(=O)N)C(F)(F)F 1-methyl-3-trifluoromethyl-1H-pyrazole-4-formamide